9-trifluoromethyl-9,10-dihydrophenanthrene FC(C1C2=CC=CC=C2C=2C=CC=CC2C1)(F)F